2,6-dideoxy-2,6-imino-7-O-beta-D-glucopyranosyl-D-glycero-L-gulo-heptitol N1[C@H](CO)[C@@H](O)[C@H](O)[C@@H](O)[C@H]1CO[C@H]1[C@H](O)[C@@H](O)[C@H](O)[C@H](O1)CO